BrC=1C=CC(=NC1)[C@H]1C=CC[C@@H]([C@H]1C(=O)OC)C(=O)O |r| rac-(1S,5S,6S)-5-(5-bromopyridin-2-yl)-6-(methoxycarbonyl)cyclohex-3-ene-1-carboxylic acid